C(C(C)C)C1=C(O)C=CC=C1O i-Butylresorcinol